NC1=C2CC(CC2=C(C=C1)F)CO (4-amino-7-fluoro-2,3-dihydro-1H-inden-2-yl)methanol